5-(8-(1,3-Dimethyl-2-oxo-7-(tetrahydro-2H-pyran-4-yl)-1,2-dihydro-1,6-naphthyridin-5-yl)isoquinolin-3-yl)-N-(3-(3-((2,6-dioxopiperidin-3-yl)amino)phenyl)prop-2-yn-1-yl)picolinamide CN1C(C(=CC2=C(N=C(C=C12)C1CCOCC1)C=1C=CC=C2C=C(N=CC12)C=1C=CC(=NC1)C(=O)NCC#CC1=CC(=CC=C1)NC1C(NC(CC1)=O)=O)C)=O